FC(C=1C=CC=2N(N1)C(=CN2)C2=CC(=NC=N2)N2CC1(CCNC1)CCC2)F 7-(6-(6-(Difluoromethyl)imidazo[1,2-b]pyridazin-3-yl)pyrimidin-4-yl)-2,7-diazaspiro[4.5]decane